6-(2-methylimidazo[1,2-a]pyridin-7-yl)-5-[1-(3,3,4,4,4-pentafluorobutyl)-1H-pyrazol-4-yl]pyridine-2-carbonitrile CC=1N=C2N(C=CC(=C2)C2=C(C=CC(=N2)C#N)C=2C=NN(C2)CCC(C(F)(F)F)(F)F)C1